C[C@@H]1CN(C[C@@H](N1)C)CC1=CC=C(C=C1)NC1=NC=CC(=N1)NC1=NC(=NC=C1)C1=NC(=CC=C1)C N2-[4-[[(3R,5S)-3,5-dimethylpiperazin-1-yl]methyl]phenyl]-N4-[2-(6-methyl-2-pyridyl)pyrimidin-4-yl]pyrimidine-2,4-diamine